(R)-3-Chloro-5-[[[1-[1-(2-pyrimidinyl)-1H-1,2,4-triazol-5-yl]ethyl]amino]carbonyl]phenyl 1,1,1-trifluoromethanesulfonate FC(S(=O)(=O)OC1=CC(=CC(=C1)C(=O)N[C@H](C)C1=NC=NN1C1=NC=CC=N1)Cl)(F)F